2-(bromomethyl)-4-chloro-1-iodobenzene BrCC1=C(C=CC(=C1)Cl)I